NC=1C2=C(N=CN1)N(C(=C2C2=CC=C(C=C2)OC2=CC=CC=C2)C#CC2[C@@H]1CN(C[C@H]21)C(CNC(C=C)=O)=O)C N-[2-[(1R,5S,6S)-6-[2-[4-amino-7-methyl-5-(4-phenoxyphenyl)-7H-pyrrolo[2,3-d]pyrimidin-6-yl]ethynyl]-3-azabicyclo[3.1.0]hexan-3-yl]-2-oxoethyl]prop-2-enamide